C(O[C@H]1C[C@H](CC1)C1=NN(C(=C1)NC=1C=C2CC(CC2=CC1)(F)F)C(C)(C)C)(OC1=CC=C(C=C1)[N+](=O)[O-])=O (1R,3S)-3-(1-(tert-butyl)-5-((2,2-difluoro-2,3-dihydro-1H-inden-5-yl)amino)-1H-pyrazol-3-yl)cyclopentyl (4-nitrophenyl) carbonate